furan-3-carbaldehyde O1C=C(C=C1)C=O